N-(3',6'-bis(diethylamino)-3-oxospiro[isoindoline-1,9'-xanthen]-2-yl)propionamide C(C)N(C=1C=CC=2C3(C4=CC=C(C=C4OC2C1)N(CC)CC)N(C(C1=CC=CC=C13)=O)NC(CC)=O)CC